CC1=CC=C(CN=C=O)C=C1 4-Methylbenzylisocyanat